FC1=NC=CN=C1OCC(F)(F)F 2-fluoro-3-(2,2,2-trifluoroethoxy)pyrazine